FC1=CC=C(C=C1)N1C(=NN=C1C)[C@@H]1CC[C@H](CC1)OC1=NC=CC=C1 Trans-2-((4-(4-(4-fluorophenyl)-5-methyl-4H-1,2,4-triazol-3-yl)cyclohexyl)oxy)pyridine